(S)-5-methylisoxazol CC1=CC=NO1